Cl.FC1(CCC(CC1)N)F 4,4-difluorocyclohex-1-ylamine hydrochloride